pentyl (7-((3aR,4R,6R,6aR)-6-(((tert-butyldimethylsilyl)oxy)methyl)-4-cyano-2,2-dimethyltetrahydrofuro[3,4-d][1,3]dioxol-4-yl)pyrrolo[2,1-f][1,2,4]triazin-4-yl)carbamate [Si](C)(C)(C(C)(C)C)OC[C@H]1O[C@@]([C@H]2[C@@H]1OC(O2)(C)C)(C#N)C2=CC=C1C(=NC=NN12)NC(OCCCCC)=O